6-chloro-2-methylamino-4-phenoxy-1-acryloyloxynaphthalene ClC=1C=C2C(=CC(=C(C2=CC1)OC(C=C)=O)NC)OC1=CC=CC=C1